FC=1C=C(C=CC1C=1N=C2SC3=C(N2C1)C=C(C(=C3)C(NCCCN3CCC(CC3)F)=O)OC)C3(CCN(CC3)C(=O)OC(C)(C)C)O tert-butyl 4-(3-fluoro-4-(7-((3-(4-fluoropiperidin-1-yl) propyl) carbamoyl)-6-methoxybenzo[d]imidazo[2,1-b]thiazol-2-yl) phenyl)-4-hydroxypiperidine-1-carboxylate